9-[4-(carbazole-9-yl)phenyl]-9-[4-(triphenylsilyl)phenyl]-9H-fluorene C1=CC=CC=2C3=CC=CC=C3N(C12)C1=CC=C(C=C1)C1(C2=CC=CC=C2C=2C=CC=CC12)C1=CC=C(C=C1)[Si](C1=CC=CC=C1)(C1=CC=CC=C1)C1=CC=CC=C1